9,10-Dibutoxyanthracene C(CCC)OC=1C2=CC=CC=C2C(=C2C=CC=CC12)OCCCC